dimethylsilylenebis(3,5-dimethylindenyl)zirconium dichloride [Cl-].[Cl-].C[Si](=[Zr+2](C1C=C(C2=CC(=CC=C12)C)C)C1C=C(C2=CC(=CC=C12)C)C)C